CN(C)CC1=CC=C(CC2=C(C(=O)N)C=CC=C2)C=C1 (4-((dimethylamino)methyl)benzyl)benzamide